FC(C1=C(N=NC(=C1)N[C@H]1CN(CCC1)C)C1=C(C=C(C=C1)C#C)O)F (R)-2-(4-Difluoromethyl-6-((1-methylpiperidin-3-yl)amino)pyridazin-3-yl)-5-ethynyl-phenol